5-(2,3-dimethyl-3H-imidazo[4,5-b]pyridin-5-yl)-N-(3,3,3-trifluoro-2,2-dimethylpropyl)pyrrolo[2,1-f][1,2,4]triazin-2-amine CC1=NC=2C(=NC(=CC2)C=2C=CN3N=C(N=CC32)NCC(C(F)(F)F)(C)C)N1C